O=[P+]1CCCCC1 1-oxophosphinan-1-ium